3,4-Dimethylimidazolium C[N+]1=CNC=C1C